3-hydrazinylidene-1,2,4-triazinan-5-one N(N)=C1NNCC(N1)=O